C1(CC1)CS(=O)(=O)C1=CC=C(CC2=NC3=C(N2)C=C(C(=C3Cl)N3CCC(CC3)(F)F)Cl)C=C1 2-(4-(cyclopropylmethylsulfonyl)benzyl)-4,6-dichloro-5-(4,4-difluoropiperidin-1-yl)-1H-benzo[d]imidazole